[Cr](=O)([O-])[O-].[As](O)(O)(O)=O.[Cu+2] Copper arsenate chromite